ClS(=O)(=O)N1CCC2(CN(C2)C(=O)OC(C)(C)C)CC1 tert-butyl 7-(chlorosulfonyl)-2,7-diazaspiro[3.5]nonane-2-carboxylate